O=C1NC(CCC1N1C(C2=CC=CC(=C2C1=O)NCCOCCOCCNC(CCCCCOC1=C(C=C2C(=NC=NC2=C1)NC1=C(C=C(C=C1)OC1=CC=CC=C1)C)OC)=O)=O)=O N-(2-(2-(2-((2-(2,6-dioxopiperidin-3-yl)-1,3-dioxoisoindolin-4-yl)amino)ethoxy)ethoxy)ethyl)-6-((6-methoxy-4-((2-methyl-4-phenoxyphenyl)amino)quinazolin-7-yl)oxy)hexanamide